3-nitro-1-(4-(trifluoromethyl)phenyl)-1H-1,2,4-triazole [N+](=O)([O-])C1=NN(C=N1)C1=CC=C(C=C1)C(F)(F)F